NCCNC1=NC2=C(C=3C=C(C(=CC13)F)F)C(COC2)N(C(=O)C=2NC1=CC(=C(C=C1C2)F)F)C N-(6-((2-aminoethyl)amino)-8,9-difluoro-1,4-dihydro-2H-pyrano[3,4-c]isoquinolin-1-yl)-5,6-difluoro-N-methyl-1H-indole-2-carboxamide